2-[6-(ethylamino)-4-[4-hydroxy-2-(4-methyl-1,2,4-triazol-3-yl)phenyl]pyridin-2-yl]-4-(trifluoromethyl)-3H-isoindol-1-one C(C)NC1=CC(=CC(=N1)N1C(C2=CC=CC(=C2C1)C(F)(F)F)=O)C1=C(C=C(C=C1)O)C1=NN=CN1C